FC=1C(=C2C(=NC1)N(N=C2C)C2OCCCC2)I 5-fluoro-4-iodo-3-methyl-1-(tetrahydro-2H-pyran-2-yl)-1H-pyrazolo[3,4-b]pyridine